ClCCCC(=O)N(C)C1=NN(C(=C1)C1C(C1)(F)F)C(CCCCl)=O 4-chloro-N-(1-(4-chlorobutyryl)-5-(2,2-difluorocyclopropyl)-1H-pyrazol-3-yl)-N-methylbutanamide